BrC1=NN(C2=C1C=NC(=C2)NC(C)=O)C2=NC(=NC(=C2)C)C(C)(C)F N-(3-bromo-1-(2-(2-fluoroprop-2-yl)-6-methylpyrimidin-4-yl)-1H-pyrazolo[4,3-C]pyridin-6-yl)acetamide